((3aR,6aS)-5-(4,6-dimethylpyrimidin-2-yl)hexahydropyrrolo[3,4-c]pyrrol-2(1H)-yl)(2-(o-tolyl)indolizin-1-yl)methanone CC1=NC(=NC(=C1)C)N1C[C@@H]2[C@H](C1)CN(C2)C(=O)C=2C(=CN1C=CC=CC21)C2=C(C=CC=C2)C